2-((4-(2-(dimethylamino)ethoxy)-3-methylphenyl)amino)-4-methoxypyrimidine-5-carboxamide CN(CCOC1=C(C=C(C=C1)NC1=NC=C(C(=N1)OC)C(=O)N)C)C